N[C@@H]([C@@H](C)OC1CC1)C1=NC2=C(N1)C=CC(=C2)[C@@H](COC2CC2)N2C(N[C@@H](C2)C(F)(F)F)=O (S)-1-((S)-1-(2-((1R,2R)-1-Amino-2-cyclopropoxypropyl)-1H-benzo[d]imidazol-5-yl)-2-cyclopropoxyethyl)-4-(trifluoromethyl)imidazolidin-2-one